Ethyl (S)-3-(5-Fluoro-3'-methoxybiphenyl-3-yl)-3-(3-(4-hydroxy-1,6-dimethyl-2-oxo-1,2-dihydropyridin-3-yl)ureido)propanoat FC=1C=C(C=C(C1)C1=CC(=CC=C1)OC)[C@H](CC(=O)OCC)NC(=O)NC=1C(N(C(=CC1O)C)C)=O